8-(6-Cyclopropylpyridin-3-yl)-5-(((5-fluoro-2,3-dihydrobenzofuran-4-yl)methyl)amino)-1-(methylsulfonyl)imidazo[1,5-a]pyridine-6-carbonitrile C1(CC1)C1=CC=C(C=N1)C=1C=2N(C(=C(C1)C#N)NCC1=C(C=CC3=C1CCO3)F)C=NC2S(=O)(=O)C